FC=1C=NN2C1C(NC1=CC(=C(C=C21)OC)CN2CCC(=CC2)C=2C=NC(=CC2)C(=O)NC)=O 1'-((3-fluoro-8-methoxy-4-oxo-4,5-dihydropyrazolo[1,5-a]quinoxalin-7-yl)methyl)-N-methyl-1',2',3',6'-tetrahydro-[3,4'-bipyridine]-6-carboxamide